tert-Butyl N-[3-[[4-[(2,6-dichloro-4-pyridyl)-difluoro-methyl]cyclohexanecarbonyl]amino]propyl]carbamate ClC1=NC(=CC(=C1)C(C1CCC(CC1)C(=O)NCCCNC(OC(C)(C)C)=O)(F)F)Cl